3-((Methylamino)methyl)benzyl (1-hydroxy-7-methyl-1,3-dihydrobenzo[c][1,2]oxaborole-6-carbonyl)-L-valinate OB1OCC2=C1C(=C(C=C2)C(=O)N[C@@H](C(C)C)C(=O)OCC2=CC(=CC=C2)CNC)C